1-[(3R,4S)-4-aminochroman-3-yl]oxy-2-methyl-propan-2-ol N[C@@H]1[C@H](COC2=CC=CC=C12)OCC(C)(O)C